C(C)C(CCN[C@@H]1CSC2=C(C1)C(=C(C(=C2)O)N2CC(NS2(=O)=O)=O)F)CC 5-{(3S)-3-[(3-ethylpentyl)amino]-5-fluoro-7-hydroxy-3,4-dihydro-2H-1-benzothiopyran-6-yl}-1λ6,2,5-thiadiazolidine-1,1,3-trione